ethyl 6-(3-cyano-4-(pyrrolidin-1-yl) phenyl)-4-oxo-4H-pyran-3-carboxylate C(#N)C=1C=C(C=CC1N1CCCC1)C1=CC(C(=CO1)C(=O)OCC)=O